(4aS,8aS)-4a-(2-chlorophenyl)octahydro-2H-benzo[b][1,4]oxazine ClC1=C(C=CC=C1)[C@@]12[C@@H](OCCN1)CCCC2